FC=1C(=C(C=CC1)NC(C1=CC=CC=C1)=O)[N+](=O)[O-] N-(3-fluoro-2-nitrophenyl)benzamide